1-(3-(6-(3-((3-(trifluoromethyl)phenyl)amino)phenyl)quinazolin-8-yl)-piperidin-1-yl)prop-2-en-1-one FC(C=1C=C(C=CC1)NC=1C=C(C=CC1)C=1C=C2C=NC=NC2=C(C1)C1CN(CCC1)C(C=C)=O)(F)F